O\N=C(\C1=CC(=CC=C1)OC1=NC=C(C=C1)C(F)(F)F)/N (Z)-N'-hydroxy-3-((5-(trifluoromethyl)pyridin-2-yl)oxy)benzamidine